N-cyclopropyl-2-(difluoromethoxy)-6-methoxy-4-[7-[2-[methyl(pyridazin-4-yl)amino]ethoxy]imidazo[1,2-a]pyridin-3-yl]benzamide C1(CC1)NC(C1=C(C=C(C=C1OC)C1=CN=C2N1C=CC(=C2)OCCN(C2=CN=NC=C2)C)OC(F)F)=O